6-carboxycinnolin-4-yl(2-(R)-(5-(3-fluoropyridin-2-yl)thiazol-2-carbonyl)-morpholin-4-yl)methanone C(=O)(O)C=1C=C2C(=CN=NC2=CC1)C(=O)N1C[C@@H](OCC1)C(=O)C=1SC(=CN1)C1=NC=CC=C1F